tert-butyl (4-(N,N-bis(4-methoxybenzyl)sulfamoyl)-2-(difluoromethyl)-2H-indazol-6-yl)carbamate COC1=CC=C(CN(S(=O)(=O)C=2C3=CN(N=C3C=C(C2)NC(OC(C)(C)C)=O)C(F)F)CC2=CC=C(C=C2)OC)C=C1